N-tert-butyl-6-(3-fluoroanilino)-3-methoxy-pyridine-2-carboxamide C(C)(C)(C)NC(=O)C1=NC(=CC=C1OC)NC1=CC(=CC=C1)F